ClC1=C(C(=CC=C1)Cl)C1=C(C(=NC(=N1)NC1=CC=C2CCN(CC2=C1)C)OC)C(=O)N (2,6-dichlorophenyl)-4-methoxy-2-((2-methyl-1,2,3,4-tetrahydroisoquinolin-7-yl)amino)pyrimidine-5-carboxamide